C(C=C)(=O)OCC(C(C(COC(C=C)=O)(F)F)(F)F)(F)F Hexafluoropent-1,5-diyl diacrylate